COC(C1=CC(=CC=C1)S(=O)(=O)C)=O 3-methylsulfonyl-benzoic acid methyl ester